4-((3-(Furan-2-yl)-5-Methoxyphenyl)amino)-7-methoxyquinoline-6-carboxamide O1C(=CC=C1)C=1C=C(C=C(C1)OC)NC1=CC=NC2=CC(=C(C=C12)C(=O)N)OC